N1=CN=C2NC(NC2=C1)=S 7,9-dihydro-8H-purine-8-thione